C(CCCCCCC\C=C/CCCCCCCC)(=O)O.C(CCCCCCC\C=C/CCCCCCCC)(=O)O.OCC(O)CO.OCC(O)CO diglycerin dioleate